COC1=C(C(=CC=2C3=CC=CC=C3C(C12)=O)OC)OC 1,2,3-trimethoxy-9H-fluoren-9-one